FC=1C=C(C=CC1F)C1=C([N+](=CC2=CC3=C(C=C12)C=NN3)[O-])C3CCOCC3 5-(3,4-difluorophenyl)-7-oxido-6-tetrahydropyran-4-yl-1H-pyrazolo[4,3-g]Isoquinolin-7-ium